ClC=1C(=CC(=NC1)NC(=O)[C@]12[C@H]3C[C@@H]([C@@H]([C@@]2(C1)C1=CC(=NC=C1)F)O3)O)C(F)(F)F |r| rac-(1r,2r,4s,5r,6s)-N-(5-chloro-4-(trifluoromethyl)pyridin-2-yl)-4-(2-fluoropyridin-4-yl)-6-hydroxy-8-oxatricyclo[3.2.1.02,4]octane-2-carboxamide